1-(4-(tert-butyl)phenyl)-5-methyl-6-oxo-1,6-dihydropyridazine-4-carboxylic acid C(C)(C)(C)C1=CC=C(C=C1)N1N=CC(=C(C1=O)C)C(=O)O